2-Tert-butyl-p-tert-octylphenol C(C)(C)(C)C1=C(C=CC(=C1)C(C)(C)CC(C)(C)C)O